6-(4-(5-chloro-2,4-difluorophenyl)-1-(2,2-difluoroethyl)-1H-imidazol-5-yl)imidazo[1,2-a]pyridine ClC=1C(=CC(=C(C1)C=1N=CN(C1C=1C=CC=2N(C1)C=CN2)CC(F)F)F)F